(R)-2-((5-(2-(1-(1,3-dioxolan-2-yl)-4-methylpent-3-yl)-2,6-diazaspiro[3.4]oct-6-yl)-1,2,4-triazin-6-yl)oxy)-N-ethyl-5-fluoro-N-isopropylbenzamide O1C(OCC1)CC[C@H](C(C)C)N1CC2(C1)CN(CC2)C=2N=CN=NC2OC2=C(C(=O)N(C(C)C)CC)C=C(C=C2)F